C(C)C1(CC1)C(=O)N1CCNCC1 (1-ethylcyclopropyl)(piperazine-1-yl)methanone